2-(4-(4-fluorobenzyl)piperazin-1-yl-6-methylpyridin-3-yl)-5-hydroxy-1-methyl-1H-pyrazole-4-carboxamide FC1=CC=C(CN2CCN(CC2)C2=NC(=CC=C2N2N(C(=C(C2)C(=O)N)O)C)C)C=C1